((4-(5,6-dimethylpyrimidin-4-yl)piperazin-1-yl)methyl)-7-(trifluoromethyl)benzo[d]oxazole CC=1C(=NC=NC1C)N1CCN(CC1)CC=1OC2=C(N1)C=CC=C2C(F)(F)F